ClC1=CC=C(O[C@](C(=O)OC)(C)C2CCCCC2)C=C1 |r| (±)-Methyl 2-(4-chlorophenoxy)-2-cyclohexylpropanoate